OC1=C(\C=C/2\C(N(C(S2)=O)CC(=O)NC2=CC=C3C(=CC(OC3=C2)=O)C)=O)C=CC=C1 (Z)-2-(5-(2-hydroxybenzylidene)-2,4-dioxothiazolidin-3-yl)-N-(4-methyl-2-oxo-2H-chromen-7-yl)acetamide